COC1=CC=C(COC(NC2(CC2)CO)=O)C=C1 1-(hydroxymethyl)cyclopropylcarbamic acid 4-methoxybenzyl ester